(4-((4-(4-((cyanomethyl)carbamoyl)phenyl)-5-methylpyrimidin-2-yl)amino)-1H-pyrazol-1-yl)piperidine-1-carboxylic acid benzyl ester C(C1=CC=CC=C1)OC(=O)N1C(CCCC1)N1N=CC(=C1)NC1=NC=C(C(=N1)C1=CC=C(C=C1)C(NCC#N)=O)C